(E)-4-hydroxy-N'-(4-hydroxybenzylidene)-3-methylbenzofuran-2-carbohydrazide OC1=CC=CC2=C1C(=C(O2)C(=O)N/N=C/C2=CC=C(C=C2)O)C